1-[(7-bromo-4-{[4-benzylpiperazinyl]methyl}(2-quinolyl))amino]-3,4-dimethylazoline-2,5-dione BrC1=CC=C2C(=CC(=NC2=C1)NN1C(C(=C(C1=O)C)C)=O)CN1CCN(CC1)CC1=CC=CC=C1